CC(CCCC)C=1OC=CN1 hex-2-yl-oxazol